FC1(OC2=C(O1)C=CC(=C2)[C@H](C)OC2=NC=CC(=C2)N2N=C(C1=C2N(CCC1)CC1=CC=C(C(=O)O)C=C1)C(F)(F)F)F 4-[[1-[2-[(1S)-1-(2,2-difluoro-1,3-benzodioxol-5-yl)ethoxy]-4-pyridinyl]-3-(trifluoromethyl)-5,6-dihydro-4H-pyrazolo[3,4-b]pyridin-7-yl]methyl]benzoic acid